1-(4-(2-((1-((4-(Dimethylamino)butyl)sulfonyl)piperidin-4-yl)amino)-5-(trifluoromethyl)pyrimidin-4-yl)-1H-pyrazol-1-yl)-2-methylpropan-2-ol CN(CCCCS(=O)(=O)N1CCC(CC1)NC1=NC=C(C(=N1)C=1C=NN(C1)CC(C)(O)C)C(F)(F)F)C